FC1=C(CN2C(C3(CC(=NO3)C=3SC=CC3C)CCC2)=O)C=CC=C1 7-(2-Fluorobenzyl)-3-(3-methyl-2-thienyl)-1-oxa-2,7-diazaspiro[4.5]dec-2-en-6-one